N-[2-(3,5-dichlorophenyl)-5-(2,6-difluoro-4-methoxyphenyl)-1-methyl-3-oxo-2,3-dihydro-1H-pyrazol-4-yl]-4-(difluoromethoxy)benzamide ClC=1C=C(C=C(C1)Cl)N1N(C(=C(C1=O)NC(C1=CC=C(C=C1)OC(F)F)=O)C1=C(C=C(C=C1F)OC)F)C